CN1N=C(C(=C1)C)C1=C2CCN(C(C2=CC(=C1)CN1C(=NC=C1)C)=O)[C@@H](C)C1=NC=C(C#N)C(=C1)OCC (S)-6-(1-(5-(1,4-dimethyl-1H-pyrazol-3-yl)-7-((2-methyl-1H-imidazol-1-yl)methyl)-1-oxo-3,4-dihydroisoquinolin-2(1H)-yl)ethyl)-4-ethoxynicotinonitrile